C1=CC2=CC3=CC(=C(N3)C=C4C=CC(=N4)C=C5C=CC(=N5)C=C1N2)F FLUOROPORPHYRIN